(S)-N-(2-fluoro-2-methylpropyl)-5-(2-((1,1,1-trifluoropropan-2-yl)amino)-7H-pyrrolo[2,3-d]pyrimidin-5-yl)pyrazolo[1,5-a]pyridine-3-carboxamide FC(CNC(=O)C=1C=NN2C1C=C(C=C2)C2=CNC=1N=C(N=CC12)N[C@H](C(F)(F)F)C)(C)C